O=C1CC(C2=CC=CC=C12)C(C#N)C#N 2-(3-oxo-indan-1-yl)-malononitrile